3-(5-((4-(4-(4-((9-cyclopentyl-8-(phenylamino)-9H-purin-2-yl)amino)phenyl)piperazin-1-yl)piperidin-1-yl)methyl)-6-fluoro-1-oxoisoindolin-2-yl)piperidine-2,6-dione C1(CCCC1)N1C2=NC(=NC=C2N=C1NC1=CC=CC=C1)NC1=CC=C(C=C1)N1CCN(CC1)C1CCN(CC1)CC=1C=C2CN(C(C2=CC1F)=O)C1C(NC(CC1)=O)=O